CC1=NOC=C1B1OC(C(O1)(C)C)(C)C 3-methyl-4-(4,4,5,5-tetramethyl-1,3,2-dioxaborolan-2-yl)isoxazole